C(C)N1N=C2C(=CC=C(C2=C1)N1CC(N(CC1)C(=O)OC(C)(C)C)CO)C(NC=1C=C(C=2N(C1)C=C(N2)C)F)=O tert-butyl 4-[2-ethyl-7-({8-fluoro-2-methylimidazo[1,2-a]pyridin-6-yl}carbamoyl) indazol-4-yl]-2-(hydroxymethyl)piperazine-1-carboxylate